8-bromo-2-methoxy-naphthalene-1-carboxylic acid BrC=1C=CC=C2C=CC(=C(C12)C(=O)O)OC